C(C1=CC=CO1)NCCNCC1=CC=CO1 N,N'-Difurfuryl-1,2-ethanediamine